(methylsulfonyl) butan-2-ylmethylsulfonate CC(CC)CS(=O)(=O)OS(=O)(=O)C